divinylbenzene-methacrylonitrile C(=C)C=1C(=C(C=CC1)CC(C#N)=C)C=C